rac-(E)-N-[4-(3-chloro-4-fluoro-phenylamino)-7-[rac-(3S)-tetrahydrofuran-3-yl]oxy-quinazolin-6-yl]-4-(dimethylamino)but-2-enamide ClC=1C=C(C=CC1F)NC1=NC=NC2=CC(=C(C=C12)NC(\C=C\CN(C)C)=O)O[C@@H]1COCC1 |r|